1-(2,6-Bis(methoxymethoxy)phenyl)propan-1-one COCOC1=C(C(=CC=C1)OCOC)C(CC)=O